FC1=CC=C(C=C1)C1=CC(=C(C=C1)NC(OC(C)(C)C)=O)NC(=O)C1=CC2=C(C=C(S2)S(=O)(=N)C)C=C1 tert-butyl N-[4-(4-fluorophenyl)-2-[[2-(methylsulfonimidoyl)benzothiophene-6-carbonyl]amino]phenyl]carbamate